C1(=CC=CC=C1)C1=C2CCN(C2=CC=C1)C=1C2=C(N=CN1)C=C(C=N2)CN[C@H](C)C(=O)O ((4-(4-phenylindolin-1-yl)pyrido[3,2-D]pyrimidin-7-yl)methyl)-D-alanine